4-(4-amino-6-(4-methacrylamido-phenyl)-7-methyl-7H-pyrrolo[2,3-d]pyrimidin-5-yl)-N-(2-methoxyethyl)-N-methylbenzamide NC=1C2=C(N=CN1)N(C(=C2C2=CC=C(C(=O)N(C)CCOC)C=C2)C2=CC=C(C=C2)NC(C(=C)C)=O)C